O1BOC2C1C1CC(C2O1)C(=O)O hexahydro-4,7-epoxybenzo[d][1,3,2]dioxaborolan-5-carboxylic acid